3-[(1-isopropylimidazol-4-yl)methyl]-6-{[2-(1-methylpyrazol-4-yl)-4-pyridyl]oxy}quinazolin-4-one C(C)(C)N1C=NC(=C1)CN1C=NC2=CC=C(C=C2C1=O)OC1=CC(=NC=C1)C=1C=NN(C1)C